2-methyl-1,4-dioxolane CC1OCOC1